COCC1=C(C=CC(=C1)C)[N+](=O)[O-] 2-(methoxymethyl)-4-methyl-1-nitrobenzene